(3-(4-(2-Methylthiazol-4-yl)benzyl)-1,2,3-oxadiazol-3-ium-5-yl)((2-(trifluoromethyl)pyridin-4-yl)carbamoyl)amide CC=1SC=C(N1)C1=CC=C(C[N+]2=NOC(=C2)[N-]C(NC2=CC(=NC=C2)C(F)(F)F)=O)C=C1